CN(C1CN(CC1)C(=O)OC(C)(C)C)C1=C(C=CC=C1)[N+](=O)[O-] tert-Butyl 3-(methyl(2-nitrophenyl)amino)pyrrolidine-1-carboxylate